ClC1=C(C=C(C=C1)NC(C(C)(C)N1N=CC(=C1)C#CC1CN(C1)C=1C=C2C(N(C(C2=CC1)=O)C1C(NC(CC1)=O)=O)=O)=O)C N-(4-chloro-3-methylphenyl)-2-(4-((1-(2-(2,6-dioxopiperidin-3-yl)-1,3-dioxoisoindolin-5-yl)azetidin-3-yl)ethynyl)-1H-pyrazol-1-yl)-2-methylpropanamide